Azolo[1,5-a]Pyrimidine-3-carboxylic acid ethyl ester C(C)OC(=O)C=1C=NC=2N(C1)C=CC2